C(C=C)(=O)OCCCCCCCCCOC(C=C)=O 1,9-nonane-diol diacrylate